methyl-2-amino-5-methoxybenzo[d]thiazole-6-carboxylic acid CC1=C(C(=CC2=C1N=C(S2)N)C(=O)O)OC